6-[[3-[1-(trifluoromethyl)cyclopropyl]-1,2,4-oxadiazol-5-yl]methyl]-2-azaspiro[3.3]heptane-2-carboxylic acid tert-butyl ester C(C)(C)(C)OC(=O)N1CC2(C1)CC(C2)CC2=NC(=NO2)C2(CC2)C(F)(F)F